C(=O)O.COC1=CC=2N(C=C1C(=O)NC1=NC=C(C=C1)N1C[C@@H](NCC1)C)C=C(N2)C (S)-7-methoxy-2-methyl-N-(5-(3-methylpiperazin-1-yl)pyridin-2-yl)imidazo[1,2-a]pyridine-6-carboxamide formate salt